pyridin-4-ylboranediol N1=CC=C(C=C1)B(O)O